C(C1=CC=CC=C1)N1C(N([C@H](C2=CC=C(C=C12)NC(=O)NC1=CC=C(C=C1)F)C)C)=O (S)-1-(1-benzyl-3,4-dimethyl-2-oxo-1,2,3,4-tetrahydroquinazolin-7-yl)-3-(4-fluorophenyl)urea